C(N)(=O)C=1C(=NC(=C(N1)CC)Cl)NC=1C=C(OCCCNC([C@H](C)N(C(OC(C)(C)C)=O)C)=O)C=C(C1)F tert-butyl (S)-(1-((3-(3-((3-carbamoyl-6-chloro-5-ethylpyrazin-2-yl)amino)-5-fluorophenoxy)propyl)amino)-1-oxopropan-2-yl)(methyl)carbamate